methylchroman-8-sulfonamide CC1OC2=C(C=CC=C2CC1)S(=O)(=O)N